(3-bromophenyl)-N-(4-bromophenyl)-[1,1'-biphenyl]-4-amine BrC=1C=C(C=CC1)C1=C(C=CC(=C1)NC1=CC=C(C=C1)Br)C1=CC=CC=C1